O=C1NC(CCC1N1C(C2=CC=C(C(=C2C1=O)F)CN1CCN(CC1)C1=CC=C(C(=O)NC=2C3=C(NN2)CN(C3)C([C@@H](C3=CC=CC=C3)OC)=O)C=C1)=O)=O 4-(4-((2-(2,6-dioxopiperidin-3-yl)-4-fluoro-1,3-dioxoisoindolin-5-yl)methyl)piperazin-1-yl)-N-(5-((R)-2-methoxy-2-phenylacetyl)-1,4,5,6-tetrahydropyrrolo[3,4-c]pyrazol-3-yl)benzamide